FC=1C=C(C=C(C1CN1CCOCC1)F)C=1C=CC=C2N=CC(=NC12)C=1C=NN(C1)C1CCN(CC1)C(CCCCCOC=1C=C2CN(C(C2=CC1)=O)C1C(NC(CC1)=O)=O)=O 3-(5-((6-(4-(4-(8-(3,5-difluoro-4-(morpholinomethyl)phenyl)quinoxalin-2-yl)-1H-pyrazol-1-yl)piperidin-1-yl)-6-oxohexyl)oxy)-1-oxoisoindolin-2-yl)piperidine-2,6-dione